C(C)C(CCC(C)C=1C=C2C=CC=NC2=C2C1C=C(C=C2)O)CCCC 6-(4-ethyl-1-methyloctyl)8-hydroxybenzoquinoline